N1=CC=C(C=C1)C=[NH+][O-] α-(4-pyridyl)nitrone